7-(6-chloro-2-methyl-1,3-benzoxazol-4-yl)-N-[(2,4-dimethoxyphenyl)methyl]cinnolin-4-amine formate salt C(=O)O.ClC1=CC2=C(N=C(O2)C)C(=C1)C1=CC=C2C(=CN=NC2=C1)NCC1=C(C=C(C=C1)OC)OC